S1(=O)(=O)OOOO1.[K] potassium peroxy monosulfate